[N+](=O)([O-])C1=CC=C(C=C1)\C=C\C1=CC=C(C=C1)OCCOCCOCCOCC#C (E)-1-nitro-4-(4-(2-(2-(2-(prop-2-yn-1-yloxy)ethoxy)ethoxy)ethoxy)-styryl)benzene